C(C)(C)(C)OC(=O)N[C@H](C(C(=O)O)O)CC1=CC=CC=C1 (3S)-3-((tert-Butoxycarbonyl)amino)-2-hydroxy-4-phenylbutyric acid